4-methyl-4-(2-pyridyldithio)pentanate CC(CCC(=O)[O-])(C)SSC1=NC=CC=C1